C(C=C)(=O)OCCCCCCCCCC[Si](C)(C)F acryloxydecylfluorodimethylsilane